1-(5-cyclopentylfuran-2-yl)ethan-1-one tert-butyl-4-(6-{2-methyl-4H,6H,7H-pyrazolo[4,3-c]pyridin-5-yl}-1-oxoisoquinolin-2-yl)piperidine-1-carboxylate C(C)(C)(C)OC(=O)N1CCC(CC1)N1C(C2=CC=C(C=C2C=C1)N1CC=2C(CC1)=NN(C2)C)=O.C2(CCCC2)C2=CC=C(O2)C(C)=O